(R)-6-methyl-5-(8-methyl-[1,2,4]triazolo[1,5-a]pyridin-6-yl)-1-(1-methylpiperidin-3-yl)-1,3-dihydro-2H-benzo[d]imidazol-2-one CC=1C(=CC2=C(N(C(N2)=O)[C@H]2CN(CCC2)C)C1)C=1C=C(C=2N(C1)N=CN2)C